C[Si](=[Hf](C1C2=CC=CC=C2C=2C=CC=CC12)C1C=CC=C1)C dimethyl-silylene(cyclopentadienyl)(9-fluorenyl)hafnium